FC(OC1=CC2=C(C=C1)C1=C(CCNCC1)O2)(F)F 8-(trifluoromethoxy)-2,3,4,5-tetrahydro-1H-benzofuro[2,3-d]azepine